C(C=C)(=O)N1C[C@@H](OCC1)C=1C=C(C=C(C1)Cl)C=1C=NC=C(C(=O)NC)C1 (S)-5-(3-(4-acryloylmorpholin-2-yl)-5-chlorophenyl)-N-methylnicotinamide